N-(4-(4-(1-((2-(2,6-dioxopiperidin-3-yl)-1-oxoisoindolin-4-yl)methyl)piperidin-4-yl)piperazin-1-yl)-3-(trifluoromethyl)phenyl)-3-(imidazo[1,2-b]pyridazin-3-ylethynyl)-4-methylbenzamide O=C1NC(CCC1N1C(C2=CC=CC(=C2C1)CN1CCC(CC1)N1CCN(CC1)C1=C(C=C(C=C1)NC(C1=CC(=C(C=C1)C)C#CC1=CN=C2N1N=CC=C2)=O)C(F)(F)F)=O)=O